C(C)(C)(C)C1=CC(CC(C1)=CC1=CC=C(C=C1)C)C(C)(C)C 2,6-di-tert-butyl-4-(4-methylbenzylidene)cyclohexene